N[C@@H]1[C@H](CCC1)CNC(=O)C1=CN(CCS1)C1=C2C(=NC=C1)NC=C2C N-(((1R,2S)-2-aminocyclopentyl)methyl)-4-(3-methyl-1H-pyrrolo[2,3-b]pyridin-4-yl)-3,4-dihydro-2H-1,4-thiazine-6-carboxamide